(S)-4-((2-((6-methylpyridin-3-yl)oxy)ethyl)(4-(5,6,7,8-tetrahydro-1,8-naphthyridin-2-yl)butyl)amino)-2-((5-phenylpyridin-2-yl)amino)butanoic acid CC1=CC=C(C=N1)OCCN(CC[C@@H](C(=O)O)NC1=NC=C(C=C1)C1=CC=CC=C1)CCCCC1=NC=2NCCCC2C=C1